C1(=CC=CC2=CC=CC=C12)N1CC=2N=C(N=C(C2CC1)N1C[C@@H](NCC1)CC#N)OCCN1CCCCC1 2-[(2S)-4-[7-(1-naphthyl)-2-[2-(1-piperidyl)ethoxy]-6,8-dihydro-5H-pyrido[3,4-d]pyrimidin-4-yl]piperazin-2-yl]acetonitrile